3,11-dihexyldinaphtho[2,1-b:1',2'-d]furan C(CCCCC)C1=CC=2C=CC=3OC4=C(C3C2C=C1)C1=CC=C(C=C1C=C4)CCCCCC